C12CCC(C3CNC4CC5C(=CC4=C13)C=CC(N5)=O)C2 decahydro-1,4-methanopyrido[3,2-b]phenanthridin-9(1H)-one